12-((3,3-difluoro-1-azabicyclo[3.2.0]heptan-5-yl)methoxy)-1-fluoro-5-methyl-5a,6,7,8,9,10-hexahydro-5H-4-oxa-3,10a,11,13,14-pentaaza-6,9-methanonaphtho[1,8-ab]heptalene-14-carboxylate FC1(CN2CCC2(C1)COC=1N=C2C3=C(OC(C4C5CCC(CN24)N5C(=O)[O-])C)N=CC(=C3N1)F)F